4-(3-iodo-1H-indazol-6-yl)pyrimidin-2-amine IC1=NNC2=CC(=CC=C12)C1=NC(=NC=C1)N